ClC1=CC=C(C=C1)N(C(C1=CN=CC(=C1)C1=CC=C(C=C1)C(F)(F)F)=O)C N-(4-chlorophenyl)-N-methyl-5-(4-(trifluoromethyl)phenyl)nicotinamide